2-((6-((5-cyclopropyl-3-(2,6-dichlorophenyl)isoxazol-4-yl)methoxy)naphthalen-2-yl)oxy)benzoic acid C1(CC1)C1=C(C(=NO1)C1=C(C=CC=C1Cl)Cl)COC=1C=C2C=CC(=CC2=CC1)OC1=C(C(=O)O)C=CC=C1